malonic acid, 1,3-diethyl ester C(CC(=O)OCC)(=O)OCC